C(C)(C)(C)N(C(=O)OC(C)C=1C=CC2=C(N=C(S2)C(C)C)C1)CC=1C=C2C(N(CC2=CC1F)C1C(NC(CC1)=O)=O)=O 1-(2-isopropylbenzo[d]thiazol-5-yl)ethan-1-ol tert-butyl-((2-(2,6-dioxopiperidin-3-yl)-6-fluoro-3-oxoisoindolin-5-yl)methyl)carbamate